ClC1=CC=C2C(=NC(N(C2=C1)C1=CC=CC=C1)=O)NC1COC1 7-Chloro-4-(oxetan-3-ylamino)-1-phenylquinazolin-2(1H)-one